N,N-Bis[(diphenylphosphino)methyl]-3-(trimethoxysilyl)propylamine C1(=CC=CC=C1)P(C1=CC=CC=C1)CN(CP(C1=CC=CC=C1)C1=CC=CC=C1)CCC[Si](OC)(OC)OC